(2-amino-3-(3-((6-((2-methoxypyridin-4-yl)methoxy)pyridin-3-yl)methyl)isoxazol-5-yl)pyridin-1-ium-1-yl)methyl hydrogen phosphate P(=O)(OC[N+]1=C(C(=CC=C1)C1=CC(=NO1)CC=1C=NC(=CC1)OCC1=CC(=NC=C1)OC)N)(O)[O-]